N-methyl-perfluorohexyl-sulfonamide ethyl-acrylate C(C)OC(C=C)=O.CNS(=O)(=O)C(C(C(C(C(C(F)(F)F)(F)F)(F)F)(F)F)(F)F)(F)F